2-(4-(4-((Tetrahydro-2H-pyran-2-yl)oxy)phenethoxy)phenyl)ethan-1-ol O1C(CCCC1)OC1=CC=C(CCOC2=CC=C(C=C2)CCO)C=C1